ClC=1C(=C(C=CC1F)NC=1C2=C(N=CN1)C=CC(=N2)O[C@@H]2CNCC2)F N-(3-Chloro-2,4-difluoro-phenyl)-6-[(3S)-pyrrolidin-3-yl]oxy-pyrido[3,2-d]pyrimidin-4-amine